FC(C1=NN(C=C1C(CC)=O)C)F 1-(3-difluoromethyl-1-methyl-1H-pyrazol-4-yl)-1-propanone